C(C)N(S(=O)(=O)CC)CC=1C=NC=C(C1)C=1C=C2CCC(N(C2=CC1)C)=O Ethanesulfonic acid ethyl-[5-(1-methyl-2-oxo-1,2,3,4-tetrahydro-quinolin-6-yl)-pyridin-3-ylmethyl]-amide